C(#N)C1(CN(CC1)C1=C2C=C(N=CC2=CC(=N1)C1=C(C(=CC(=C1Cl)OC)OC)Cl)N[C@H]1[C@H](COC1)NC(C=C)=O)C N-((3R,4S)-4-((5-(3-cyano-3-methylpyrrolidin-1-yl)-7-(2,6-dichloro-3,5-dimethoxyphenyl)-2,6-naphthyridin-3-yl)amino)tetrahydrofuran-3-yl)acrylamide